FC(C12CCN(CC2C1)C1=C(C(=O)NC2=NC(=NC(=C2)C)N2CCC(CC2)(F)F)C=CC(=C1)I)F racemic-2-(6-(difluoromethyl)-3-azabicyclo[4.1.0]heptan-3-yl)-N-(2-(4,4-difluoropiperidin-1-yl)-6-methylpyrimidin-4-yl)-4-iodobenzamide